COC(C)(C)[C@H]1CC=C(CC1)C (4R)-4-(2-methoxypropan-2-yl)-1-methylcyclohexene